P(OCCCCl)([O-])=O 3-chloropropyl phosphonate